1-(trans-4-aminocyclohexyl)-3-benzyl-1-(4-(1-methyl-2-oxo-1,2-dihydropyridin-4-yl)phenyl)urea hydrochloride Cl.N[C@@H]1CC[C@H](CC1)N(C(=O)NCC1=CC=CC=C1)C1=CC=C(C=C1)C1=CC(N(C=C1)C)=O